tert-butyl N-{1-[(4-bromopyridin-3-yl)oxy]-2-methylpropan-2-yl}carbamate BrC1=C(C=NC=C1)OCC(C)(C)NC(OC(C)(C)C)=O